ClC1=C(C=C(OCC(=O)NC23CC(C2)(C3)/C=N/O)C=C1)F (E)-2-(4-chloro-3-fluorophenoxy)-N-(3-((hydroxyimino)methyl)bicyclo[1.1.1]pent-1-yl)acetamide